NC=1C2=C(N=CN1)N(C(=C2C2=CC=1OCCN(C1N=C2)C)C2=CC=C(C=C2)NC(C(=C)C)=O)C N-(4-(4-amino-7-methyl-5-(4-methyl-3,4-dihydro-2H-pyrido[3,2-b][1,4]oxazin-7-yl)-7H-pyrrolo[2,3-d]pyrimidin-6-yl)phenyl)methacrylamide